C(C)(=O)N(N(C(=O)C1=CC=2C3=C(C(=NC2C=C1)N)C=NN3C)CC3=CC1=C(N=C(O1)C)C=C3)C N'-acetyl-4-amino-N',1-dimethyl-N-((2-methylbenzo[d]oxazol-6-yl)methyl)-1H-pyrazolo[4,3-c]quinoline-8-carbohydrazide